2-methoxy-N-(5-(methoxymethyl)-2-(piperazin-1-yl)pyridin-3-yl)nicotinamide COC1=C(C(=O)NC=2C(=NC=C(C2)COC)N2CCNCC2)C=CC=N1